FC=1C(=C(N)C=CC1F)N1C=CC=C1 3,4-difluoro-2-(1H-pyrrol-1-yl)aniline